sodium (2R)-2-[(2R)-3,4-dihydroxy-5-oxo-2H-furan-2-yl]-2-hydroxyethanolate OC=1[C@H](OC(C1O)=O)[C@@H](C[O-])O.[Na+]